ClC=1C=CC(=NC1)C1(OC2=C(O1)C=CC=C2C2CCN(CC2)CC2=NC1=C(N2C[C@H]2OCC2)C=C(C=C1)C(=O)OC)C methyl 2-({4-[2-(5-chloropyridin-2-yl)-2-methyl-1,3-benzodioxol-4-yl]piperidin-1-yl}methyl)-1-[(2S)-oxetan-2-ylmethyl]-1H-benzimidazole-6-carboxylate